CN(C)C1=CC=CC2=CC=CC=C12 dimethylamino(naphthalene)